7-bromophosphospiro[chromane-3,1'-cyclopropane]-2-one BrC1=CC=C2CC3(C(C3)P(=O)=O)C(OC2=C1)=O